C1=CC=C(C=C1)CC2=NC(=C(O2)[O-])C=O The molecule is an organic anion that is the conjugate base of 2-benzyl-4-hydroxymethylene-5-oxazolone, arising from deprotonation of the enolic OH group. It is a conjugate base of a 2-benzyl-4-hydroxymethylene-5-oxazolone.